P(=O)(OCC)(OCC)OC1=C(C=C(C=C1)C=O)C(F)(F)F diethyl (4-formyl-2-(trifluoromethyl) phenyl) phosphate